FC(OC=1C=C(C=CC1)N1N=CC(=C1)[C@@H]1CC12CCN(CC2)S(=O)(=O)N)(F)F (1R)-1-{1-[3-(trifluoromethoxy)phenyl]-1H-pyrazol-4-yl}-6-azaspiro[2.5]octane-6-sulfonamide